CCCCCCCCCCCCCCC[C@H](C[C@@H](C[C@@H](C[C@@H](C[C@@H](C[C@H]1[C@H](C=CC(=O)O1)O)O)O)O)O)OC(=O)C The molecule is a member of the class of 2-pyranones that is 5,6-dihydro-2H-pyran-2-one substituted by a hydroxy group at position 5 and a 10-(acetyloxy)-2,4,6,8-tetrahydroxypentacosyl group at position 6.It has been isolated from Cryptocarya species It has a role as a metabolite and a plant metabolite. It is a member of 2-pyranones, a pentol and an acetate ester.